OC[C@H](C)NC(C)=O N-[(1S)-2-hydroxy-1-methyl-ethyl]-acetamide